(E)-4-(diethylamino)-4-oxobut-2-enoic acid C(C)N(C(/C=C/C(=O)O)=O)CC